C1(CC1)C1=CC(=NN1CC)C(=O)NC1=CC(=C(C=C1)C)C=1C=NC2=CC(=NC=C2C1)NC 5-cyclopropyl-1-ethyl-N-(4-methyl-3-(7-(methylamino)-1,6-naphthyridin-3-yl)phenyl)-1H-pyrazole-3-carboxamide